NC1=C2C(=NC=N1)N(N=C2C2=CC=C(C=C2)OC2=CC=CC=C2)C2CCN(CC2)CCCCSC2=C1CN(C(C1=CC=C2)=O)C2C(NC(CC2)=O)=O 3-(4-((4-(4-(4-amino-3-(4-phenoxyphenyl)-1H-pyrazolo[3,4-d]pyrimidin-1-yl)piperidine-1-yl)butyl)thio)-1-oxoisoindolin-2-yl)piperidine-2,6-dione